C(CCCCCCCC=C)[C@H]1CCC[C@]2(O1)O[C@@H]1C=C(C(C[C@@H]1C(=C2)CO)=O)C (2S,4aR,6'S,8aR)-6'-(dec-9-en-1-yl)-4-(hydroxymethyl)-7-methyl-3',4a,4',5',6',8a-hexahydrospiro[chromene-2,2'-pyran]-6(5H)-one